methyl (S)-(+)-mandelate COC(=O)[C@H](C1=CC=CC=C1)O